dihydrobenzofuran-7-amine O1CCC2=C1C(=CC=C2)N